2-(fluorosulfonylethoxy)propylvinylether FS(=O)(=O)CCOC(COC=C)C